CC1=C(C=O)C(=CC=C1)B1OC(C(O1)(C)C)(C)C 2-methyl-6-(4,4,5,5-tetramethyl-1,3,2-dioxaborolan-2-yl)benzaldehyde